FC(C1=CC=C(C=N1)CC1CCC2(CNC2)CC1)(F)F 7-[[6-(trifluorometh-yl)-3-pyridyl]meth-yl]-2-azaspiro[3.5]-nonane